C(C1=CC=CC=C1)N1CCC(CC1)CCNC(=O)N1[C@@H](CN(CC1)C1=NC=C(C(=N1)Cl)F)C (2R)-N-[2-(1-benzylpiperidin-4-yl)ethyl]-4-(4-chloro-5-fluoropyrimidin-2-yl)-2-methylpiperazine-1-carboxamide